C(C)(C)C=1NC(=C(N1)C(=O)O)C(=O)O 2-isopropyl-imidazole-4,5-dicarboxylic acid